(S)-N-(3-chloro-4-fluorophenyl)-7-fluoro-1-((6-methoxypyrimidin-4-yl)amino)-2,3-dihydro-1H-indene-4-carboxamide ClC=1C=C(C=CC1F)NC(=O)C=1C=2CC[C@@H](C2C(=CC1)F)NC1=NC=NC(=C1)OC